(S)-ethyl 8-(2-amino-6-((R)-1-(2-(benzo[d]thiazol-5-yl)-4-chlorophenyl)-2,2,2-trifluoroethoxy)pyrimidin-4-yl)-2,8-diazaspiro[4.5]decane-3-carboxylate NC1=NC(=CC(=N1)N1CCC2(C[C@H](NC2)C(=O)OCC)CC1)O[C@@H](C(F)(F)F)C1=C(C=C(C=C1)Cl)C=1C=CC2=C(N=CS2)C1